((2R,3R,4S,5R)-5-(3-carbamoylpyridin-1-ium-1-yl)-4-chloro-3-hydroxytetrahydrofuran-2-yl)methyl hydrogen phosphate P(=O)(OC[C@H]1O[C@H]([C@H]([C@@H]1O)Cl)[N+]1=CC(=CC=C1)C(N)=O)(O)[O-]